N(=[N+]=[N-])C1=NN=NN1 5-Azidotetrazole